FC=1C(=C(C=C(C1)C(C)(C)O)[C@H](C(=O)O)N1C[C@@H](CC1)N(CCCCCC1=NC=2NCCCC2C=C1)C)OC (R)-2-(3-fluoro-5-(2-hydroxypropan-2-yl)-2-methoxyphenyl)-2-((R)-3-(methyl(5-(5,6,7,8-tetrahydro-1,8-naphthyridin-2-yl)pentyl)amino)pyrrolidin-1-yl)acetic acid